FC=1C=CC(=NC1)[C@H](CO)OC=1C=2N(C=C(C1)C=1C=NN(C1C)C1CCN(CC1)C(C=C)=O)N=CC2C#N 4-[(1R)-1-(5-fluoro-2-pyridyl)-2-hydroxy-ethoxy]-6-[5-methyl-1-(1-prop-2-enoyl-4-piperidyl)pyrazol-4-yl]pyrazolo[1,5-a]pyridine-3-carbonitrile